2-((R)-2-((R)-1-((2S,3R)-3-hydroxy-2-(6-phenylpicolinamido)butanamido)-3-methylbutyl)-4-(2-methoxy-2-oxoethyl)-5-oxo-1,3,2-dioxaborolan-4-yl)acetic acid O[C@@H]([C@@H](C(=O)N[C@@H](CC(C)C)B1OC([C@](O1)(CC(=O)OC)CC(=O)O)=O)NC(C1=NC(=CC=C1)C1=CC=CC=C1)=O)C